COC1=CC=CC2=C1SCC1=C2N(N=C1C(=O)O)C1=CC=C(C=C1)CN1CCOCC1 6-methoxy-1-(4-(morpholinomethyl)phenyl)-1,4-dihydrothiochromeno[4,3-c]pyrazole-3-carboxylic acid